(2S,3R)-3-hydroxy-2-(((4S)-2-(4-methoxybenzyl)-1-oxo-2,5-diazaspiro[3.4]octan-7-yl)amino)butanamide O[C@@H]([C@@H](C(=O)N)NC1CN[C@]2(CN(C2=O)CC2=CC=C(C=C2)OC)C1)C